5-(((2R,5S)-3-(3-Methyl-4-nitrophenyl)-2-(trifluoromethyl)oxazolidin-5-yl)methoxy)picolinonitril CC=1C=C(C=CC1[N+](=O)[O-])N1[C@H](O[C@@H](C1)COC=1C=CC(=NC1)C#N)C(F)(F)F